methyl (E)-5-(methylsulfonamido)pent-2-enoate CS(=O)(=O)NCC/C=C/C(=O)OC